C1CCCCC12CCNCC2 9-azaspiro[5.5]undecane